C1(=CC=C(C=C1)SC1=CC=CC=C1)C phenyl (4-tolyl) sulfide